(R)-1-(2-chloro-4-((3-(3-fluoro-4-methoxyphenyl)imidazo[1,2-a]pyrazin-8-yl)amino)benzoyl)-N-(pyrrolidin-3-yl)piperidin-4-carboxamide ClC1=C(C(=O)N2CCC(CC2)C(=O)N[C@H]2CNCC2)C=CC(=C1)NC=1C=2N(C=CN1)C(=CN2)C2=CC(=C(C=C2)OC)F